ClC1=C(C=CC(=C1)Cl)CC(CC(C(C(C)(C)C)O)N1N=CNC1=S)C 2-[1-(2,4-dichlorophenyl)-5-hydroxy-2,6,6-trimethylheptan-4-yl]-2,4-dihydro-3H-1,2,4-triazol-3-thion